tert-butyl 4-(4-(6'-methyl-7'-oxo-3'-(phenylsulfonyl)-6',7'-dihydro-3'H-spiro[cyclopentane-1,8'-dipyrrolo[2,3-b:3',2'-d]pyridin]-1'-yl)benzyl)piperazine-1-carboxylate CN1C(C2(C3=C4C(=NC=C31)N(C=C4C4=CC=C(CN3CCN(CC3)C(=O)OC(C)(C)C)C=C4)S(=O)(=O)C4=CC=CC=C4)CCCC2)=O